C(C1=CC=CC=C1)N(CC(O)C1=CC=CC=C1)C 2-[benzyl-(methyl)amino]-1-phenylethanol